FC(C1=NN=C(O1)C=1C=NC(=NC1)NC(C)C1=CC(=CC(=C1)F)F)F 5-[5-(difluoromethyl)-1,3,4-oxadiazol-2-yl]-N-[1-(3,5-difluorophenyl)ethyl]pyrimidine-2-amine